(1R)-1-[1-benzyl-4-(2,5-difluorophenyl)-1H-imidazol-2-yl]-2,2-dimethylpropan-1-amine C(C1=CC=CC=C1)N1C(=NC(=C1)C1=C(C=CC(=C1)F)F)[C@@H](C(C)(C)C)N